2-(6-methoxy-2-methyl-1,2,3,4-tetrahydroisoquinolin-7-yl)-N4-(ortho-fluorophenyl)-7H-pyrrolo[2,3-d]pyrimidine-2,4-diamine COC=1C=C2CCN(CC2=CC1C1(N=C(C2=C(N1)NC=C2)NC2=C(C=CC=C2)F)N)C